C(C)N1CC=2C(=NC=CC2C1=O)N[C@@H](C)C1=CC(=C(C=C1)C1=CC(=NC=C1)C(C(=O)N)(C)C)F [4-[4-[(1S)-1-[(2-ethyl-1-oxo-3H-pyrrolo[3,4-c]pyridin-4-yl)amino]ethyl]-2-fluoro-phenyl]-2-pyridinyl]-2-methyl-propanamide